N-(6-METHOXY-2-METHYL-2H-INDAZOL-7-YL)-1-(2-(TRIFLUOROMETHYL)PYRIDIN-4-YL)-1H-PYRAZOLE-4-SULFONAMIDE COC=1C=CC2=CN(N=C2C1NS(=O)(=O)C=1C=NN(C1)C1=CC(=NC=C1)C(F)(F)F)C